ClC1=C(N=C(NC1=O)C1=CC(=NC=C1)F)N1CCOC2(C1)CCNCC2 5-chloro-2-(2-fluoro-4-pyridyl)-4-(1-oxa-4,9-diazaspiro[5.5]undecan-4-yl)-1H-pyrimidin-6-one